3-bromo-5-(3-chloro-4-fluorophenoxy)-1-(2,2,2-trifluoroethyl)-1H-1,2,4-triazole BrC1=NN(C(=N1)OC1=CC(=C(C=C1)F)Cl)CC(F)(F)F